6-furan-3-yl-pyrazolo[1,5-a]pyridine O1C=C(C=C1)C=1C=CC=2N(C1)N=CC2